1,1,1-trifluoro-3-isocyanato-propane FC(CCN=C=O)(F)F